6-ethyl-2,4-dimethoxypyridine-3-sulfonyl chloride C(C)C1=CC(=C(C(=N1)OC)S(=O)(=O)Cl)OC